(2S)-2-([1-[(2-chlorophenyl)methyl]-5-(3-methoxyphenyl)-1H-pyrazol-3-yl]methoxy)-2-methylbutanoic acid ClC1=C(C=CC=C1)CN1N=C(C=C1C1=CC(=CC=C1)OC)CO[C@](C(=O)O)(CC)C